6-(4-(2-(piperidin-1-yl)ethoxy)phenyl)-3-(pyridin-4-yl)pyrazolo[1,5-a]pyrimidine hydrochloride Cl.N1(CCCCC1)CCOC1=CC=C(C=C1)C=1C=NC=2N(C1)N=CC2C2=CC=NC=C2